4-amyl-dicyclohexyl-2,3-difluorophenetole C(CCCC)C1=C(C(=C(C=C1)OC(C)(C1CCCCC1)C1CCCCC1)F)F